BrCC1=CC=CC2=C1COB2O 4-(bromomethyl)-3H-2,1-benzoxaborol-1-ol